OC1(C#N)CC=CC=C1 1-hydroxybenzonitrile